CS(=O)(=O)C1=CC(=C(C=C1)C1=CC=C(C=C1)C1CN(C1)C(CC[C@H]1NC(OC1)=O)=O)C(F)(F)F (4R)-4-[3-[3-[4-[4-Methylsulfonyl-2-(trifluoromethyl)phenyl]phenyl]azetidin-1-yl]-3-oxo-propyl]oxazolidin-2-one